OC(CCN1N=CC(=C1)S(=O)(=O)N)C 1-(3-hydroxybutyl)pyrazole-4-sulfonamide